N-[(3-fluoro-4-methoxypyridin-2-yl)methyl]-3-(methoxymethyl)-1-({4-[(2-oxopyridin-1-yl)methyl]phenyl}methyl)pyrazole-4-carboxamide ethanedisulfonic acid salt C(CS(=O)(=O)O)S(=O)(=O)O.FC=1C(=NC=CC1OC)CNC(=O)C=1C(=NN(C1)CC1=CC=C(C=C1)CN1C(C=CC=C1)=O)COC